C(C(C)C)[AlH]CC(C)C diisobutyl-aluminum hydride